[(3-methoxy-1,3-dioxopropyl)oxy]potassium COC(CC(=O)O[K])=O